CN(C)CCNC(=O)C1=CC=CC=C1 N-[2-(dimethylamino)ethyl]benzamide